(4-(dibromomethyl)benzo[d]thiazol-2-yl)carbamic acid tert-butyl ester C(C)(C)(C)OC(NC=1SC2=C(N1)C(=CC=C2)C(Br)Br)=O